C(C)(C)(C)OC(=O)N1CCN(CC1)C1=C(CN(S(=O)(=O)C=2C=CC3=C(CC(O3)C(=O)O)C2)CCC2=CC=CC=C2)C=CC=C1 5-(N-(2-(4-(tert-Butoxycarbonyl)piperazin-1-yl)benzyl)-N-phenethylsulfamoyl)-2,3-dihydrobenzofuran-2-carboxylic acid